7-{(2-hydroxyethyl)[7-(9-methyldecyloxycarbonyl)heptyl]amino}heptyl 2-octyldecanoate C(CCCCCCC)C(C(=O)OCCCCCCCN(CCCCCCCC(=O)OCCCCCCCCC(C)C)CCO)CCCCCCCC